I.C(C1=CC=CC=C1)N benzylamine hydroiodic acid salt